C(C)(C)C=C[NH-] N-isopropylvinylamide